2,2'-((ethane-1,2-diylbis(oxy))bis(methylene))bis(2-(methoxymethyl)quinuclidin-3-one) C(COCC1(N2CCC(C1=O)CC2)COC)OCC2(N1CCC(C2=O)CC1)COC